C1(=CC=CC=C1)S(=O)(=O)NC(NC1=C(C=CC=C1)S(=O)(=O)NC1=C(C=CC=C1)NC(=O)NC1=CC=CC=C1)=O (3-(phenylsulfonyl)ureido)-N-(2-(3-phenylureido)phenyl)benzenesulfonamide